ClC1=CC2=C(SCC(N2CC(=O)O)=O)C=C1 2-(6-chloro-3-oxo-2,3-dihydro-4H-benzo[b][1,4]thiazin-4-yl)acetic acid